ClC=1C=C(C=C2C(NC(C12)=O)(C)C)C(C(CC(=O)O)C)=O 4-(7-chloro-3,3-dimethyl-1-oxo-2,3-dihydro-1H-isoindol-5-yl)-3-methyl-4-oxobutanoic acid